ClC1=NN2C(C(=N1)N[C@@H]1[C@H]([C@@H]3C4CC4[C@H]1CC3)C(=O)OCC)=CC=C2 Ethyl (1R,5S,6S,7S)-7-((2-chloropyrrolo[2,1-f][1,2,4]triazin-4-yl)amino)tricyclo[3.2.2.02,4]nonane-6-carboxylate